OCTAN-6-CARBOXYLAT CCCCCC(CC)C(=O)[O-]